tert-butyl (2R,4S)-4-hydroxy-2-methylpyrrolidine-1-carboxylate O[C@H]1C[C@H](N(C1)C(=O)OC(C)(C)C)C